OCCNCCCCCCCCC(=O)OCCCCC pentyl 9-((2-hydroxyethyl)amino)nonanoate